C(=O)O.ClC=1C=C(C=CC1C(=O)N1CCN(CC1)C(C[C@@H]1CNCC1)=O)NC(=O)C=1N(C(=CN1)C1=C(C(=C(C=C1)OC)F)F)C N-[3-chloro-4-[4-[2-[(3R)-pyrrolidin-3-yl]acetyl]piperazine-1-carbonyl]phenyl]-5-(2,3-difluoro-4-methoxy-phenyl)-1-methyl-imidazole-2-carboxamide formate